C(C)(=O)OCC(C(C(C(CNCCNCCNCCCNCC(C(C(C(COC(C)=O)OC(C)=O)OC(C)=O)OC(C)=O)OC(C)=O)OC(C)=O)OC(C)=O)OC(C)=O)OC(C)=O 7,10,13,17-tetraazatricosane-1,2,3,4,5,19,20,21,22,23-decayl decaacetate